rac-((2S)-1-oxo-1-(3-(5-(piperidin-1-ylmethyl)-5,6-dihydro-1,4,2-dioxazin-3-yl)piperidin-1-yl)propan-2-yl)carbamic acid tert-butyl ester C(C)(C)(C)OC(N[C@H](C(N1CC(CCC1)C1=NOCC(O1)CN1CCCCC1)=O)C)=O